ClC=1N=C(C2=C(N1)NC(=C2)CCNC)NCC=2OC=CC2 2-chloro-N-[(furan-2-yl)methyl]-6-[2-(methylamino)ethyl]-7H-pyrrolo[2,3-d]pyrimidin-4-amine